NCCC1C(C(C(OC1)CO)O)O 5-(2-aminoethyl)-2-(hydroxymethyl)tetrahydro-2H-pyran-3,4-diol